(2-methoxyethyl)-N-[(3-methoxyphenyl)methyl]-6-methyl-4-[(1-methylcyclopropyl)amino]furo[2,3-d]pyrimidine-5-carboxamide COCCC=1N=C(C2=C(N1)OC(=C2C(=O)NCC2=CC(=CC=C2)OC)C)NC2(CC2)C